COCCOCC1=CC=CC=C1 ethylene glycol benzyl methyl ether